NC(=O)CNC(OCC(CC1=CC=CC=C1)N(C)C)=O 2-(dimethylamino)-3-phenylpropyl (aminocarbonyl)methylcarbamate